C(C)(=O)N1CC2=CC=C(C=C2CC1)OCCN1CCC2(CC1)C(NC1=CC=C(C=C12)C#N)=O 1'-{2-[(2-acetyl-1,2,3,4-tetrahydroisoquinolin-6-yl)oxy]ethyl}-2-oxo-1,2-dihydrospiro[indole-3,4'-piperidine]-5-carbonitrile